4,4'-butylidenebis-(3-methyl-6-t-butylphenol) C(CCC)(C1=C(C=C(C(=C1)C(C)(C)C)O)C)C1=C(C=C(C(=C1)C(C)(C)C)O)C